C(C1=CC=CC=C1)N1CC(CCC1)C1=CC=NC=2N1N=C(C2Br)CC 7-(1-Benzylpiperidin-3-yl)-3-bromo-2-ethylpyrazolo[1,5-a]pyrimidine